FC(CC1CNC(O1)=O)(F)F 5-(2,2,2-trifluoroethyl)Oxazolidin-2-one